COC=1C=C2C3C=CC(C2=CC1OC)O3 6,7-dimethoxy-1,4-dihydro-1,4-epoxynaphthalene